6-(4-((2R,6S)-4-acryloyl-6-(methoxymethyl)morpholin-2-yl)-6-chloropyridin-2-yl)-N,N-dimethylpyrimidine-4-carboxamide C(C=C)(=O)N1C[C@H](O[C@@H](C1)COC)C1=CC(=NC(=C1)Cl)C1=CC(=NC=N1)C(=O)N(C)C